IC1=CC=C(C=C1)C(C(=O)O)=O 2-(4-iodophenyl)-2-oxoacetic acid